N=1C=NN2C1C=CC(=C2)C2=CNC=1N=C(N=CC12)NC1CC(C1)(C(=O)N(C)C)C 3-((5-([1,2,4]triazolo[1,5-a]pyridin-6-yl)-7H-pyrrolo[2,3-d]pyrimidin-2-yl)amino)-N,N,1-trimethylcyclobutane-1-carboxamide